N1CCC2(CC1)C(CC1=CC=CC=C12)N 2,3-dihydrospiro[inden-1,4'-piperidin]-2-amine